1-(4-(3,4-dichlorophenyl)-5-isopropoxythiazol-2-yl)-4-(3-fluorophenyl)-3-methyl-1H-pyrazole-5-carboxylic acid ClC=1C=C(C=CC1Cl)C=1N=C(SC1OC(C)C)N1N=C(C(=C1C(=O)O)C1=CC(=CC=C1)F)C